BrC1=C(C=CC=C1)C(/C=C/C1=CC=C(C=C1)\C=C\1/C(N(C(S1)=S)CC(=O)O)=O)=O 2-[(5E)-5-[[4-[(E)-3-(2-Bromophenyl)-3-oxoprop-1-enyl]phenyl]methylidene]-4-oxo-2-sulfanylidene-1,3-thiazolidin-3-yl]acetic acid